NN aminoamine